(2S,3S)-3-aminobicyclo[2.2.2]octane N[C@H]1CC2CCC1CC2